4-[5-[3-bromo-2-fluoro-5-(trifluoromethyl)phenyl]-5-(trifluoromethyl)-4H-isoxazol-3-yl]-2-methyl-benzoic acid BrC=1C(=C(C=C(C1)C(F)(F)F)C1(CC(=NO1)C1=CC(=C(C(=O)O)C=C1)C)C(F)(F)F)F